4-(4-Aminophenyl)-N,N-dimethyltetrahydro-2H-pyran-4-carboxamide NC1=CC=C(C=C1)C1(CCOCC1)C(=O)N(C)C